CCN(CC1=CC(=CC=C1)S(=O)(=O)[O-])C2=CC=C(C=C2)C(=C3C=CC(=[N+](CC)CC4=CC(=CC=C4)S(=O)(=O)[O-])C=C3)C5=C(C=C(C=C5)O)S(=O)(=O)[O-] The molecule is an organosulfonate oxoanion obtained by the removal of three protons from Fast green FCF(1+). It is a conjugate base of a Fast green FCF(1+).